ON[C@@H](CCCNC(N)=N)C(=O)O N-Hydroxyl-L-Arginine